(S)-N-{(S)-2-[6-Bromo-3-fluoro-4-(trimethylsilyl)pyridine-2-yl]-1-[2-(5-fluorobenzo[d]isoxazol-3-yl)phenyl]ethyl}-2-methylpropane-2-sulfinamide BrC1=CC(=C(C(=N1)C[C@@H](C1=C(C=CC=C1)C1=NOC2=C1C=C(C=C2)F)N[S@@](=O)C(C)(C)C)F)[Si](C)(C)C